N'-(imino(pyridin-2-yl)methyl)-2-(7-methoxy-3-oxo-2,3-dihydro-4H-benzo[b][1,4]thiazin-4-yl)acetohydrazide N=C(NNC(CN1C2=C(SCC1=O)C=C(C=C2)OC)=O)C2=NC=CC=C2